Cl.FC=1C(NCC(C1)[N+](=O)[O-])C=1C=NC=CC1 3-fluoro-5-nitro-1,2,5,6-tetrahydro-2,3-bipyridine hydrochloride